ClC1=CC(=NC=C1C1CCC(CC1)(F)F)NC(OC(C)(C)C)=O tert-butyl (4-chloro-5-(4,4-difluorocyclohexyl)pyridin-2-yl)carbamate